FC=1C=CC2=C(N(C(=N2)N)C=2N=C(C3=C(N2)C(=CS3)S(=O)(=O)C)N3[C@@H](COCC3)C)C1 (R)-6-fluoro-1-(4-(3-methylmorpholino)-7-(methylsulfonyl)thieno[3,2-d]pyrimidin-2-yl)-1H-benzo[d]imidazol-2-amine